NC1=NC=CC=C1S(=O)(=O)NC(=O)C=1C(=NC(=CC1)C1=NC(=CC(=C1)C)OCC)OC1=C(C=C(C=C1C)C)C N-[(2-Amino-3-pyridyl)sulfonyl]-6-(6-ethoxy-4-methyl-2-pyridyl)-2-(2,4,6-trimethylphenoxy)pyridin-3-carboxamid